(3s)-l-1-(2,4-difluorophenyl)-8-hydroxy-3-methoxy-10-(trifluoromethyl)-3,4-dihydro-2H,6H-[1,4]thiazepino[2,3,4-ij]quinazolin-6-one FC1=C(C=CC(=C1)F)S1C[C@H](CN2C(N=C(C3=CC(=CC1=C23)C(F)(F)F)O)=O)OC